FC(OC1=CC=C(C(=O)N2C3N(C(CC2)=O)C(C(NC3)=O)C)C=C1)F 1-(4-(difluoromethoxy)benzoyl)-6-methylhexahydro-4H-pyrazino[1,2-a]pyrimidine-4,7(6H)-dione